(S)-1-(3-(4-amino-3-((3,5-dichloro-2,6-dimethoxypyridin-4-yl)ethynyl)-1H-pyrazolo[3,4-d]pyrimidin-1-yl)pyrrolidin-1-yl)prop-2-en-1-one NC1=C2C(=NC=N1)N(N=C2C#CC2=C(C(=NC(=C2Cl)OC)OC)Cl)[C@@H]2CN(CC2)C(C=C)=O